FC=1C=C(C(=O)NC(C)C=2N=NN(C2)[C@H](CC2=CC=3CCCCC3C=C2)CC(=O)NO)C=CC1F 3,4-Difluoro-N-(1-(1-((R)-4-(hydroxyamino)-4-oxo-1-(5,6,7,8-tetrahydronaphthalin-2-yl)butan-2-yl)-1H-1,2,3-triazol-4-yl)ethyl)benzamid